COC[C@@H]1COC2=CC=C(C=C2[C@H]1OC(C1=CC=C(C=C1)[N+](=O)[O-])=O)C(=O)OC methyl (3R,4S)-3-(methoxymethyl)-4-((4-nitrobenzoyl)oxy)chromane-6-carboxylate